1-(Cyclopropylmethoxy)-3-methoxybenzene C1(CC1)COC1=CC(=CC=C1)OC